benzophospholane P1CCC2=C1C=CC=C2